COC=1C=C(C=CC1OC)C=1NC2=CC=C(C=C2C1C(C)C)C(=O)O 2-(3,4-dimethoxyphenyl)-3-isopropyl-1H-indole-5-carboxylic acid